FC1=C(C(=CC=C1)C1=CC=CC=C1)N fluoro-1,1'-biphenyl-2-amine